2-vinyl-N,N-dimethylbenzylamine C(=C)C1=C(CN(C)C)C=CC=C1